N1,N2-di-(2,3-dimethylbutyl)ethane-1,2-diamine CC(CNCCNCC(C(C)C)C)C(C)C